FC1(CCN(CC1)C(=O)C1=CC=C(C=C1)C=1C=C(C2=C(C=C(O2)CNC(O)=O)C1)O)F (5-(4-(4,4-difluoropiperidine-1-carbonyl)phenyl)-7-hydroxybenzofuran-2-yl)methylcarbamic acid